tert-butyl (Z)-2-(N'-hydroxycarbamimidoyl)pyrrolidine-1-carboxylate O\N=C(/N)\C1N(CCC1)C(=O)OC(C)(C)C